C(C)(C)C1=CC(=NC=C1)C1=NSC(=N1)NC1=NC=CC(=C1N(C(OC(C)(C)C)=O)C)C(F)(F)F tert-Butyl (2-((3-(4-isopropylpyridin-2-yl)-1,2,4-thiadiazol-5-yl)amino) (trifluoromethyl)pyridin-3-yl)(methyl)carbamate